N-cyclopropyl-5-{[(3R)-1-[(7-methyl-6-oxo-5H-1,5-naphthyridin-3-yl)methyl]pyrrolidin-3-yl]oxy}pyridine-2-carboxamide C1(CC1)NC(=O)C1=NC=C(C=C1)O[C@H]1CN(CC1)CC=1C=NC=2C=C(C(NC2C1)=O)C